ClC1=C(C=C(C(=C1)F)OC)C1=CC=2N(C(N(C(C2S1)=O)C1=CN=CC2=CC=CC(=C12)C)=O)COCC[Si](C)(C)C 6-(2-chloro-4-fluoro-5-methoxy-phenyl)-3-(5-methyl-4-isoquinolinyl)-1-(2-trimethylsilylethoxymethyl)thieno[3,2-d]pyrimidine-2,4-dione